CC1(OB(OC1(C)C)C1C2(CC1(C2)B2OC(C(O2)(C)C)(C)C)C(=O)OC(C)C)C isopropyl 2,3-bis(4,4,5,5-tetramethyl-1,3,2-dioxaborolan-2-yl)bicyclo[1.1.1]pentane-1-carboxylate